N-(4-cyano-3-(pyrrolidin-1-yl)phenyl)-1-(4-((1-(2-(2,6-dioxopiperidin-3-yl)-1,3-dioxoisoindolin-5-yl)azetidin-3-yl)ethynyl)-1H-pyrazol-1-yl)cyclobutane-1-carboxamide C(#N)C1=C(C=C(C=C1)NC(=O)C1(CCC1)N1N=CC(=C1)C#CC1CN(C1)C=1C=C2C(N(C(C2=CC1)=O)C1C(NC(CC1)=O)=O)=O)N1CCCC1